4-(2-(4-(2-(trifluoromethyl)benzoyl)-1H-pyrrol-2-yl)-1H-benzo[d]imidazol-6-yl)morpholin-3-one FC(C1=C(C(=O)C=2C=C(NC2)C2=NC3=C(N2)C=C(C=C3)N3C(COCC3)=O)C=CC=C1)(F)F